NC=1C=2N(C3=CC(=CC=C3N1)C(=O)N(C1COC3=NC(=CC=C31)C(F)(F)F)CC3CC3)C=CC2 4-amino-N-(cyclopropylmethyl)-N-(6-(trifluoromethyl)-2,3-dihydrofuro[2,3-b]pyridin-3-yl)pyrrolo[1,2-a]quinoxaline-8-carboxamide